2-{4-[(4-isopropyl-phenyl)-(2,2,2-trifluoroethyl)-amino]-phenoxy}-pyrido[3,4-d]pyrimidin-4-ol C(C)(C)C1=CC=C(C=C1)N(C1=CC=C(OC=2N=C(C3=C(N2)C=NC=C3)O)C=C1)CC(F)(F)F